(R)-1-(2-(2-(azidomethyl)morpholino)-5-fluorophenyl)ethan-1-one N(=[N+]=[N-])C[C@@H]1OCCN(C1)C1=C(C=C(C=C1)F)C(C)=O